N-{[(1r,4r)-4-(6-bromo-2H-indazol-2-yl)cyclohexyl]methyl}-3,5-difluoro-4-[(4-methoxyphenyl)methoxy]benzamide BrC=1C=CC2=CN(N=C2C1)C1CCC(CC1)CNC(C1=CC(=C(C(=C1)F)OCC1=CC=C(C=C1)OC)F)=O